2-(1-(4-bromophenyl)-3-(4-fluorophenyl)-1H-pyrazol-4-yl)-5-ethyloxazolidin-4-one BrC1=CC=C(C=C1)N1N=C(C(=C1)C1OC(C(N1)=O)CC)C1=CC=C(C=C1)F